2-(6-(3-cyclopropyl-4-(quinoxalin-2-yl)-1H-pyrazol-1-yl)spiro[3.3]hept-2-yl)acetonitrile C1(CC1)C1=NN(C=C1C1=NC2=CC=CC=C2N=C1)C1CC2(CC(C2)CC#N)C1